anthranilic acid salicylate C(C=1C(O)=CC=CC1)(=O)O.C(C=1C(N)=CC=CC1)(=O)O